P(OCCOCCOCC)(F)F 2-(2-ethoxyethoxy)ethyl difluorophosphite